FC1(C[C@H](NC1=O)COC1=NC=C(C2=CC(=C(C=C12)OC(C)C)C(=O)N)C#CC1CCC(CC1)OCC)F 1-(((S)-4,4-difluoro-5-oxopyrrolidin-2-yl)methoxy)-4-(((1s,4R)-4-ethoxycyclohexyl)ethynyl)-7-isopropoxyisoquinoline-6-carboxamide